CC1=NOC(=C1C=1C=CC(=NC1)C[N+]1=NOC(=C1)[N-]C(NC1=CC(=CC(=C1)C(F)(F)F)C)=O)C (3-((5-(3,5-dimethylisoxazol-4-yl)pyridin-2-yl)methyl)-1,2,3-oxadiazol-3-ium-5-yl)((3-methyl-5-(trifluoromethyl)phenyl)carbamoyl)amide